2-(5-(7,8-dimethyl-[1,2,4]triazolo[1,5-a]pyridin-6-yl)-4-isopropyl-1H-pyrazol-3-yl)-4-methyl-5-(1-propylpiperidin-4-yl)thiazole CC1=C(C=2N(C=C1C1=C(C(=NN1)C=1SC(=C(N1)C)C1CCN(CC1)CCC)C(C)C)N=CN2)C